C12=C3CCC(C2C2CCC1C2)C3 tetracyclo[4.4.0.12,5.17,10]Dodecene